P(=O)(OCCN(C(CN(C(C1=CN=C(C(=C1)[N+](=O)[O-])S(=O)(=O)C)=O)CC#C)=O)CC#C)(OCC[N+](C)(C)C)[O-] 2-(2-(6-(methylsulfonyl)-5-nitro-N-(prop-2-yn-1-yl)nicotinamido)-N-(prop-2-yn-1-yl)acetamido)ethyl (2-(trimethylammonio)ethyl) phosphate